FC(C1=NC=NN1CC1CC2(CN(C2)C(=O)N2C[C@@H]3[C@@H](OCC(N3)=O)CC2)C1)(F)F (4aR,8aS)-6-[6-[[5-(trifluoromethyl)-1,2,4-triazol-1-yl]methyl]-2-azaspiro[3.3]heptane-2-carbonyl]-4,4a,5,7,8,8a-hexahydropyrido[4,3-b][1,4]oxazin-3-one